NC1=NC=CC2=CC(=CC=C12)C=1C=C2C(=NN(C2=CC1)C(C)C)COC1=C(C=CC=C1)CC(=O)O 2-(2-((5-(1-aminoisoquinolin-6-yl)-1-isopropyl-1H-indazol-3-yl)methoxy)phenyl)acetic acid